(S)-1-benzyl-3-hydroxypyrrolidine C(C1=CC=CC=C1)N1C[C@H](CC1)O